C(C)(C)(C)C(C(C(=O)OCC(COC(C(C(C1=CC=CC=C1)C(C)(C)C)(O)C(C)(C)C)=O)(COC(C(C(C1=CC=CC=C1)C(C)(C)C)(O)C(C)(C)C)=O)COC(C(C(C1=CC=CC=C1)C(C)(C)C)(O)C(C)(C)C)=O)(O)C(C)(C)C)C1=CC=CC=C1 pentaerythritol tetrakis(bis-t-butylhydroxy hydrocinnamate)